ClC1=NC(=CC(=C1)C=1C(=NN2C1N=C(C=C2)C(=O)NC21CC(C2)(C1)O)C1=CC(=CC=C1)C#N)C 3-(2-chloro-6-methyl-4-pyridinyl)-2-(3-cyanophenyl)-N-(3-hydroxy-1-bicyclo[1.1.1]pentanyl)pyrazolo[1,5-a]pyrimidine-5-carboxamide